2,6,10-trimethyldodecahydrotriphenylene CC1CC2=C3C=CC(=CC3C3CCC(CC3C2CC1)C)C